The molecule is a dihydroxy monocarboxylic acid that is octadecanoic acid in which the two hydroxy groups are located at positions 9R and 10S. It has a role as a Brassica napus metabolite. It is a dihydroxy monocarboxylic acid and a hydroxyoctadecanoic acid. It derives from an octadecanoic acid. It is an enantiomer of a (9S,10R)-dihydroxyoctadecanoic acid. CCCCCCCC[C@@H]([C@@H](CCCCCCCC(=O)O)O)O